(2R,6R,7aS)-7a-(((tert-butyldiphenylsilyl)oxy)methyl)-6-fluoro-2-methylhexahydro-3H-pyrrolizin-3-one [Si](C1=CC=CC=C1)(C1=CC=CC=C1)(C(C)(C)C)OC[C@@]12C[C@H](CN2C([C@@H](C1)C)=O)F